C(C)(C)(C)OC(=O)N(C1=CC=NC=2N1N=CC2C(C)C)CC2=CC(=CC=C2)NC(C(=C)C)=O 7-((tert-butoxycarbonyl)(3-methacrylamidobenzyl)amino)-3-isopropylpyrazolo[1,5-a]pyrimidine